O[C@@]1(C(N(CC1)C)=O)C1=CC(=NO1)C1=NC(=CC=C1)C1=NC(=NC(=C1)[2H])NC1=NN(C=C1)C (R)-3-Hydroxy-1-methyl-3-(3-(6-(2-((1-methyl-1H-pyrazol-3-yl)amino)pyrimidin-4-yl-6-d)pyridin-2-yl)isoxazol-5-yl)pyrrolidin-2-one